CC1=C(OC2=C(C=C(C=C2C1=O)C)[C@@H](C)NC1=C(C(=O)O)C(=CC=C1)F)C1=CC2=CN(N=C2C=C1)C 2-[[(1R)-1-[3,6-Dimethyl-2-(2-methylindazol-5-yl)-4-oxo-chromen-8-yl]-ethyl]amino]-6-fluoro-benzoic acid